C[Si](CCOCN1N=CC=2N=C(N=C(C21)OCC2=CC=C(C=C2)C=2N(C=C(N2)C(F)(F)F)C)C2=C(C=CC=C2)C(F)(F)F)(C)C trimethyl-[2-[[7-[[4-[1-methyl-4-(trifluoromethyl)imidazol-2-yl]phenyl]methoxy]-5-[2-(trifluoromethyl)phenyl]pyrazolo[4,3-d]pyrimidin-1-yl]methoxy]ethyl]silane